B(O)OBO.OC(C)(C)C(C)(C)O Pinacol diboronate